Cl.CC12OCC(C1)(C2)N 1-methyl-2-oxabicyclo[2.1.1]hexan-4-amine HCl salt